CN1N=NC2=C1C=CC(=C2C)[C@H](CC(=O)O)C=2C=C(C1=C(C=CS1)C2)CN2C[C@H](OC1=C(C2)N=C(C=C1)NC)CC (3R)-3-(1,4-dimethyl-1H-benzotriazol-5-yl)-3-(7-{[(2R)-2-ethyl-7-(Methylamino)-2,3-dihydropyrido[2,3-f][1,4]oxazepin-4(5H)-yl]methyl}-1-benzothiophen-5-yl)propanoic acid